6'-(benzyloxy)-7'-bromo-8'-fluoro-3',4'-dihydro-1'H-spiro[[1,3]dioxolane-2,2'-naphthalene] C(C1=CC=CC=C1)OC=1C=C2CCC3(CC2=C(C1Br)F)OCCO3